oxysulfide (selenate) [Se](=O)(=O)(O)O.O=S